CS(=O)(=O)O[C@@H]1C[C@@H](C1)N1C(CCC2=CC(=CC=C12)OCCN1CCC2(CC1)C(NC1=CC=C(C=C12)Cl)=O)=O (cis)-3-[6-(2-{5-chloro-2-oxo-1,2-dihydrospiro[indole-3,4'-piperidin]-1'-yl}ethoxy)-2-oxo-1,2,3,4-tetrahydroquinolin-1-yl]cyclobutyl methanesulfonate